C(CCCCCCC)(=O)O.C(CCCCCCC)(=O)O octanoic acid, octanoate salt